7-cyclopentyl-2-[5-(3-hydroxy-azetidin-1-ylmethyl)-pyridin-2-ylamino]-7H-pyrrolo[2,3-d]pyrimidine-6-carboxylic acid dimethylamide CN(C(=O)C1=CC2=C(N=C(N=C2)NC2=NC=C(C=C2)CN2CC(C2)O)N1C1CCCC1)C